(2R)-4-aminobutan-2-ol NCC[C@@H](C)O